2-dodecyl-2-pentylmalonic acid potassium sodium salt [Na+].[K+].C(CCCCCCCCCCC)C(C(=O)[O-])(C(=O)[O-])CCCCC